2-(benzyloxy)-6-((7-(benzyloxy)-6-(methoxy-d)-3,4-dihydroisoquinolin-1-yl-3,3-d)Methyl)-3-methoxybenzyl acetate C(C)(=O)OCC1=C(C(=CC=C1CC1=NC(CC2=CC(=C(C=C12)OCC1=CC=CC=C1)OC[2H])([2H])[2H])OC)OCC1=CC=CC=C1